C1(=CC=CC=C1)N(C1=CC=CC=C1)C1=C(C=CC=C1)N(C1=C(C=CC=C1)C1=C(C=CC=2C3=CC=CC=C3NC12)C1=CC=CC=C1)C1=C(C=CC=C1)N(C1=CC=CC=C1)C1=CC=CC=C1 bis(diphenylaminophenyl)[(phenylcarbazolyl)phenyl]amine